C(CCCCCCC\C=C/C\C=C/CCCCC)OC(COC(CC1C(C(CC1)=O)C\C=C/CC)=O)COCCCCCCCC\C=C/C\C=C/CCCCC.C1(=CC=CC=C1)C=CC1=CC=C(C=C1)C=CC1=CC=CC=C1 1,4-bis(2-phenylvinyl)benzene 2,3-bis(((9Z,12Z)-octadeca-9,12-dien-1-yl)oxy)propyl-2-(3-oxo-2-((Z)-pent-2-en-1-yl)cyclopentyl)acetate